F[C@@H]1C(NC(C[C@@H]1NC=1N=NC(=CN1)C1=NC=C(C=C1O)C=1C=NNC1)(C)C)(C)C 2-(3-{[(3S,4S)-3-fluoro-2,2,6,6-tetramethylpiperidin-4-yl]amino}-1,2,4-triazin-6-yl)-5-(1H-pyrazol-4-yl)pyridin-3-ol